methyl (3-(5-(benzo[d]thiazol-2-ylsulfonyl)-2,2-dimethylpentanamido)-4-(2-(5-bromopicolinoyl)-1-((2-(trimethylsilyl)ethoxy)methyl)-1H-imidazol-4-yl)phenyl)carbamate S1C(=NC2=C1C=CC=C2)S(=O)(=O)CCCC(C(=O)NC=2C=C(C=CC2C=2N=C(N(C2)COCC[Si](C)(C)C)C(C2=NC=C(C=C2)Br)=O)NC(OC)=O)(C)C